3-(2,2-difluoroethoxy)-N-(4-(2,5-difluorophenyl)-2-(1,1-dioxidotetrahydro-2H-thiopyran-4-yl)pyridin-3-yl)isoxazole-5-carboxamide FC(COC1=NOC(=C1)C(=O)NC=1C(=NC=CC1C1=C(C=CC(=C1)F)F)C1CCS(CC1)(=O)=O)F